ClC1=CC=C(C(=C1)Cl)CNC1(CC1)C=1C=NC=CC1C1=C(C=CC=C1)OC1CC1 2,4-dichloro-5-[([1-[4-(2-cyclopropoxyphenyl)pyridin-3-yl]cyclopropyl]amino)methyl]benzene